γ-glycidoxypropylacetoxymethoxymethylsilane C(C1CO1)OCCC[SiH2]COCOC(C)=O